CC1=C(C2=C(N=N1)SC1=C2N=CN=C1NCC1=CC=C(C=C1)CN1CCOCC1)C 3,4-dimethyl-N-[[4-(morpholinomethyl)phenyl]methyl]pyrimido[4',5':4,5]thieno[2,3-c]pyridazin-8-amine